6-(3-amino-4-chloro-2-fluorophenyl)-5H,6H,7H,8H-imidazo[1,5-a]pyridine-1-carboxylate NC=1C(=C(C=CC1Cl)C1CCC=2N(C1)C=NC2C(=O)[O-])F